1-(chloromethyl)-3-[(3-methoxypropyl)oxy]benzene ClCC1=CC(=CC=C1)OCCCOC